1-imidazo[1,2-a]pyrimidin-6-ylpiperazin-2-one N=1C=CN2C1N=CC(=C2)N2C(CNCC2)=O